5-[3-carboxy-5-methyl-4-oxopyridazin-1(4H)-yl]isophthalic acid C(=O)(O)C1=NN(C=C(C1=O)C)C=1C=C(C=C(C(=O)O)C1)C(=O)O